C(#N)C=1C=C(C=NC1)C(=O)NC1=CC2=CN(N=C2C=C1N1[C@H]2CO[C@@H](C1)C2)C2CCC(CC2)CO 5-cyano-N-[2-[4-(hydroxymethyl)cyclohexyl]-6-[(1R,4R)-2-oxa-5-azabicyclo[2.2.1]heptan-5-yl]indazol-5-yl]pyridine-3-carboxamide